N-(5-((R)-1-((R)-2-((5-fluoropyrimidin-2-yl)methyl)morpholino)ethyl)thiazol-2-yl)acetamide FC=1C=NC(=NC1)C[C@H]1OCCN(C1)[C@H](C)C1=CN=C(S1)NC(C)=O